COC(=O)[C@@H]1[C@@H](CNCC1)C(=O)O (cis)-4-(methoxycarbonyl)piperidine-3-carboxylic acid